N-((R)-((1s,2R,3s,5s,7s)-1,5-dichloroadamantan-2-yl)(phenyl)methyl)methanesulfonamide Cl[C@@]12[C@H]([C@@H]3C[C@@](C[C@@H](C1)C3)(C2)Cl)[C@@H](NS(=O)(=O)C)C2=CC=CC=C2